N-[3-(benzoyloxy)phenyl]-N'-phenylurea C(C1=CC=CC=C1)(=O)OC=1C=C(C=CC1)NC(=O)NC1=CC=CC=C1